C1(OCC2=CC=CC=C12)=O (3H)-isobenzofuranone